N-(7-chloro-6-(1-((3R,4R)-4-hydroxy-3-methyltetrahydrofuran-3-yl)piperidin-4-yl)isoquinolin-3-yl)-2-(pyridin-4-yl)cyclopropane-1-carboxamide ClC1=C(C=C2C=C(N=CC2=C1)NC(=O)C1C(C1)C1=CC=NC=C1)C1CCN(CC1)[C@@]1(COC[C@@H]1O)C